((S)-3-(2-Chlorophenyl)morpholino)-3-fluoro-N-((R,E)-4-(methylsulfonyl)but-3-en-2-yl)picolinamide ClC1=C(C=CC=C1)[C@H]1COCCN1C1=C(C(=NC=C1)C(=O)N[C@H](C)\C=C\S(=O)(=O)C)F